FC1=C(C=CC=C1)C=1C=CC(=NC1)N[C@@H]1C[C@H](CC1)NC(OC(C)(C)C)=O tert-butyl ((1S,3S)-3-((5-(2-fluorophenyl)pyridin-2-yl)amino)cyclopentyl)carbamate